C(C)N(C(C1=C(C=CC(=C1)F)OC1=C(N=CN=N1)N1CC2(CN(C2)C(C(C)C)C[C@H](CN(C)CCOC)O)CC1)=O)C(C)C N-ethyl-5-fluoro-2-((5-(2-((5R)-5-hydroxy-6-((2-methoxyethyl)(methyl)amino)-2-methylhex-3-yl)-2,6-diazaspiro[3.4]oct-6-yl)-1,2,4-triazin-6-yl)oxy)-N-isopropylbenzamide